N-((S)-1-(2-Chloro-N-(((S)-2-oxopyrrolidin-3-yl)methyl)acetamido)-5-methyl-2-oxohexan-3-yl)thiophene-2-carboxamide ClCC(=O)N(C[C@H]1C(NCC1)=O)CC([C@H](CC(C)C)NC(=O)C=1SC=CC1)=O